(1R,3S)-3-(3-{[(5-methyl-1,3,4-oxadiazol-2-yl)-acetyl]amino}-1H-pyrazol-5-yl)cyclopentyl (1-meth-ylcyclobutyl)carbamate CC1(CCC1)NC(O[C@H]1C[C@H](CC1)C1=CC(=NN1)NC(CC=1OC(=NN1)C)=O)=O